tert-butyl ((5-((3-bromo-4-(methylsulfonyl)phenyl)sulfonyl)thiophen-2-yl)methyl)carbamate BrC=1C=C(C=CC1S(=O)(=O)C)S(=O)(=O)C1=CC=C(S1)CNC(OC(C)(C)C)=O